FC(CSNC1=CC=CC=C1)(F)F (2,2,2-TRIFLUOROETHYL)SULFANYLANILINE